ClC1=NC=C(C(=C1)C1=C(C=NC(=C1)C)C(=O)NC=1SC2=C(N1)CN(C2)C(=O)C=2C(=NN(C2)C)C)OC 2'-chloro-N-(5-(1,3-dimethyl-1H-pyrazole-4-carbonyl)-5,6-dihydro-4H-pyrrolo[3,4-d]thiazol-2-yl)-5'-methoxy-6-methyl-[4,4'-bipyridine]-3-carboxamide